2-[6-[[1-(trifluoromethyl)pyrazol-4-yl]methyl]-2-azaspiro[3.3]heptane-2-carbonyl]-2,5-diazaspiro[3.4]octan-6-one FC(N1N=CC(=C1)CC1CC2(CN(C2)C(=O)N2CC3(C2)NC(CC3)=O)C1)(F)F